FC1(CCN(CC1)C1=CC=C(C=N1)S(=O)(=O)N1CCC2(CCCN(C2)CCC(C)(C)C)CC1)F 9-((6-(4,4-Difluoropiperidin-1-yl)pyridin-3-yl)sulfonyl)-2-(3,3-dimethylbutyl)-2,9-diazaspiro[5.5]undecane